C(C(C)C)OC=1C=C(C=CC1)C=1C=C2CC(C(C2=CC1)NC(O[C@@H]1CN2CCC1CC2)=O)(C)C (S)-quinuclidin-3-yl (5-(3-isobutoxyphenyl)-2,2-dimethyl-2,3-dihydro-1H-inden-1-yl)carbamate